BrC1=CC=C2C(=N1)N=C(N2)COC 5-bromo-2-(methoxymethyl)-1H-imidazo[4,5-b]pyridine